pentadecyl montanate C(CCCCCCCCCCCCCCCCCCCCCCCCCCC)(=O)OCCCCCCCCCCCCCCC